5-iodo-3-(4-(methoxymethoxy)-6-methyl-2,3-dihydrobenzofuran-5-yl)-7H-pyrrolo[2,3-c]pyridazine IC1=CNC=2N=NC(=CC21)C=2C(=CC1=C(CCO1)C2OCOC)C